C(CCCCCCCCC(=O)OCCCCCC)(=O)OCCCCCC Dihexyl Sebacate